2-(4-(benzylselanyl)phenyl)-1H-benzo[d]imidazole C(C1=CC=CC=C1)[Se]C1=CC=C(C=C1)C1=NC2=C(N1)C=CC=C2